4-(4-(2-(1-((R)-6-fluoro-6,7-dihydro-5H-pyrrolo[1,2-c]imidazol-1-yl)-2-oxo-2-(thiazol-2-ylamino)ethyl)-4,7-dimethyl-2H-indazol-6-yl)phenyl)piperidine-1-carboxylic acid tert-butyl ester C(C)(C)(C)OC(=O)N1CCC(CC1)C1=CC=C(C=C1)C=1C=C(C2=CN(N=C2C1C)C(C(NC=1SC=CN1)=O)C1=C2N(C=N1)C[C@@H](C2)F)C